4-((1-(3-amino-5-(trifluoromethyl)phenyl)ethyl)amino)-2-methylimidazole tert-butyl-(R)-3-methyl-4-(piperidin-4-ylmethyl)piperazine-1-carboxylate C(C)(C)(C)OC(=O)N1C[C@H](N(CC1)CC1CCNCC1)C.NC=1C=C(C=C(C1)C(F)(F)F)C(C)NC=1N=C(NC1)C